FC1=C(C(=C(C(=C1F)SC)F)F)CC(=O)O 2-(2,3,5,6-tetrafluoro-4-(methylthio)phenyl)acetic acid